ClC=1C=CC(=C2C=NNC12)C=1N=NN(C1)CC=1N=C2N(C=C(C=C2)CNCC2CCC2)C1 1-[2-[[4-(7-chloro-1H-indazol-4-yl)triazol-1-yl]methyl]imidazo[1,2-a]pyridin-6-yl]-N-(cyclobutylmethyl)methanamine